FC(C1=C(COC2=C(C=C(C=O)C=C2)OC)C=CC(=C1)C(F)(F)F)(F)F 4-((2,4-bis(trifluoromethyl)benzyl)oxy)-3-methoxybenzaldehyde